(4-amino-6-methyl-5-(quinolin-3-yl)-6,7,8,9-tetrahydro-[1,2,4]triazino[1,6-a]indol-8-yl)carbamic acid tert-butyl ester C(C)(C)(C)OC(NC1CC(C=2C(=C3N(C2C1)N=CN=C3N)C=3C=NC1=CC=CC=C1C3)C)=O